ClC1=C(C(=C(C=C1)NC=1N(C2=NC(=NC=C2N1)NC1CC(C1)(F)F)C1CCC(CC1)C(=O)N)F)F (1s,4s)-4-(8-(4-chloro-2,3-difluorophenylamino)-2-(3,3-difluorocyclobutylamino)-9H-purin-9-yl)cyclohexanecarboxamide